FC(S(=O)(=O)[O-])(F)F.C(C)(C)OC(=O)[N+]1=CC=CC=C1 (isopropoxycarbonyl)pyridin-1-ium trifluoromethanesulfonate